2,5-bis-(t-butylperoxy)-2,5-dimethylhexyne C(C)(C)(C)OOC(C)(C#CC(C)(C)OOC(C)(C)C)C